N-(1,3,4,5-Tetrahydroxycyclohexylcarbonyl)3-carboxy-2,5-dihydroxybenzamid OC1(CC(C(C(C1)O)O)O)C(=O)NC(C1=C(C(=CC(=C1)O)C(=O)O)O)=O